O1CC(NC2=C1C=CC=C2)=O 2H-1,4-Benzoxazine-3(4H)-one